BrC1=CN=C2C(=N1)N(C(=C2)C2(CC2)C)C 3-bromo-5-methyl-6-(1-methylcyclopropyl)pyrrolo[2,3-b]pyrazine